4-[5-(2-aminoethyl)pyrimidin-2-yl]-3-[2-methyl-6-(6-methylpyridazin-3-yl)pyridin-4-yl]oxybenzonitrile NCCC=1C=NC(=NC1)C1=C(C=C(C#N)C=C1)OC1=CC(=NC(=C1)C=1N=NC(=CC1)C)C